2,6-difluoro-3-nitrobenzoic acid FC1=C(C(=O)O)C(=CC=C1[N+](=O)[O-])F